BrC1=C(C=CC=C1)C1=C(C2C(OC3=C2C=CC=C3)O1)SC 2-(2-bromophenyl)-3-(methylsulfanyl)-3a,8a-dihydrofuro[2,3-b]benzofuran